methyl-(tris(1,1-dimethyl-2-propynyloxy)silane) C[Si](OC(C#C)(C)C)(OC(C#C)(C)C)OC(C#C)(C)C